7-fluoro-2,2-dimethyl-4H-benzo[d][1,3]dioxin-4-one FC=1C=CC2=C(OC(OC2=O)(C)C)C1